1',3',5,6,7,8-hexahydro-1',3',3'-trimethylspiro[2H-1,4-benzoxazine-2,2'-2H-indole] CN1C2(C(C3=CC=CC=C13)(C)C)OC1=C(N=C2)CCCC1